O=CC[C@H]1N(CCC1)C(=O)OC(C)(C)C tert-Butyl (S)-2-(2-oxoethyl)pyrrolidine-1-carboxylate